Methyl 2-([5-(3-cyclopropoxyphenyl)-1-[(2-ethoxyphenyl)-methyl]-1H-pyrazol-3-yl]methoxy)-2-methylpropanoate C1(CC1)OC=1C=C(C=CC1)C1=CC(=NN1CC1=C(C=CC=C1)OCC)COC(C(=O)OC)(C)C